N-benzyl-2-(5-(4-hydroxy-2-methylphenyl)pyridin-2-yl)acetamide C(C1=CC=CC=C1)NC(CC1=NC=C(C=C1)C1=C(C=C(C=C1)O)C)=O